C1(=CC=CC=C1)SC1=CC(=C(C=C1)N)N 4-phenylthio-1,2-phenylenediamine